OC1CC2C(N(C3=C(C(N2C1)=O)C=C(C=C3)OC)COCC[Si](C)(C)C)=O 2-hydroxy-7-methoxy-10-((2-(trimethylsilyl)ethoxy)methyl)-1,2,3,10,11,11a-hexahydro-5H-pyrrolo[2,1-c][1,4]-benzodiazepin-5,11-dione